3-carbamimidoyl-3-methylpropanoic acid C(N)(=N)C(CC(=O)O)C